FC(C1=NN(C=C1NC(=O)C=1C=NN2C1N=C(C=C2)N2CCOCC2)C2CCN(CC2)CC=2C=C1C(N(C(C1=CC2)=O)C2C(NC(CC2)=O)=O)=O)F N-(3-(Difluoromethyl)-1-(1-((2-(2,6-dioxopiperidin-3-yl)-1,3-dioxoisoindoline-5-yl)methyl)piperidin-4-yl)-1H-pyrazol-4-yl)-5-morpholinopyrazolo[1,5-a]pyrimidine-3-carboxamide